CC(C1=CC=CC=C1)N(C)C (R)-(+)-N,N-dimethyl-1-phenethylamine